(2-(2,6-dioxopiperidin-3-yl)-3-oxoisoindolin-5-yl)methyl (4-cyclobutyl-2-fluorophenyl)carbamate C1(CCC1)C1=CC(=C(C=C1)NC(OCC=1C=C2C(N(CC2=CC1)C1C(NC(CC1)=O)=O)=O)=O)F